C(CCCCCCCCCCCCCCC)(=O)N[C@@H](CC1=CNC2=CC=CC=C12)C(=O)O N-palmitoyl-tryptophan